C(CCCCC(=O)[O-])(=O)OC(CCCCCCCC)CC(COC(CC12CC3CC(CC(C1)C3)C2)=O)COC(=O)OCCCN(CC)CC 3-(2-((3r,5r,7r)-adamantan-1-yl)acetoxy)-2-((((3-(diethylamino)propoxy)carbonyl)oxy)methyl)propylnonyl Adipate